(1R,2R)-methyl-phenylserinol CN(C(CO)CO)C1=CC=CC=C1